COC(=O)C1=NC=C(N=C1)C(F)(F)C1=CC(=NC(=C1)N1CCN(CC1)S(=O)(=O)C1=CC=C(C=C1)N1C(C[C@H](C1)C)=O)Cl.COC(CCCCCCCCCCC[SiH3])(OC)OC trimethoxydodecyl-silane Methyl-5-[[2-chloro-6-[4-[4-[(4R)-4-methyl-2-oxo-pyrrolidin-1-yl]phenyl]sulfonylpiperazin-1-yl]-4-pyridyl]-difluoro-methyl]pyrazine-2-carboxylate